(5-(3,5-difluorophenyl)-4,5-dihydro-1H-pyrazol-1-yl)(1-(4-(3-((4-hydroxyl-4-Methylpentyl)oxy)phenyl)pyridin-2-yl)piperidin-4-yl)methanone FC=1C=C(C=C(C1)F)C1CC=NN1C(=O)C1CCN(CC1)C1=NC=CC(=C1)C1=CC(=CC=C1)OCCCC(C)(C)O